O=C1N(C(CC1)=O)OC(NCC(C1=CC=C(C=C1)C1=NN(C=N1)C1=CC=C(C=C1)OC(F)(F)F)(F)F)=O (2,2-difluoro-2-(4-(1-(4-(trifluoromethoxy)phenyl)-1H-1,2,4-triazol-3-yl)phenyl)ethyl)carbamic acid 2,5-dioxopyrrolidin-1-yl ester